C(CC)OC1=CC=C(C=C1)C1NC(OC1)=O 4-(4-propoxyphenyl)oxazolidin-2-one